Isobutyl 3-(1-((1-(2-((4-chlorophenyl)sulfonamido)ethyl)piperidin-4-yl)methyl)-1H-1,2,3-triazol-4-yl)-5-fluoro-1H-indole-2-carboxylate ClC1=CC=C(C=C1)S(=O)(=O)NCCN1CCC(CC1)CN1N=NC(=C1)C1=C(NC2=CC=C(C=C12)F)C(=O)OCC(C)C